bis(cyclopentadienyl)-methylzirconium hydride [H-].C1(C=CC=C1)[Zr+](C)C1C=CC=C1